BrC1=C(C#N)C(=CC=C1)OC(F)F 2-bromo-6-(difluoromethoxy)benzonitrile